(R)-3-aminomethylhexanoic acid NC[C@@H](CC(=O)O)CCC